C(C)(C)N1C(=NC(=C1)C(F)(F)F)C12COC(CC1)(CC2)CNC(OC(C)(C)C)=O tert-butyl ((4-(1-isopropyl-4-(trifluoromethyl)-1H-imidazol-2-yl)-2-oxabicyclo[2.2.2]octan-1-yl)methyl)carbamate